(2S)-2-amino-3-(3-ethynyl-phenyl)propanoic acid N[C@H](C(=O)O)CC1=CC(=CC=C1)C#C